[O-]P([O-])(=S)OP(=O)([O-])OP(=O)([O-])OP(=O)([O-])[O-] thio-tetraphosphate